1-(3,5-di-tertiary butyl-4-hydroxybenzyl)-3-methylimidazole di(2-ethylhexyl)phosphate C(C)C(COP(=O)(OCC(CCCC)CC)O)CCCC.C(C)(C)(C)C=1C=C(CN2CN(C=C2)C)C=C(C1O)C(C)(C)C